(S)-6-(2-(2-methylazetidin-1-yl)-6,7-dihydro-5H-cyclopenta[d]pyrimidin-4-yl)quinolin-2-ol C[C@@H]1N(CC1)C=1N=C(C2=C(N1)CCC2)C=2C=C1C=CC(=NC1=CC2)O